4-((5-Iodopyridin-2-yl)amino)piperidine-1-carboxylic acid tert-butyl ester C(C)(C)(C)OC(=O)N1CCC(CC1)NC1=NC=C(C=C1)I